COC(=O)[C@H]1N(C[C@H](C1)NC(=O)C1=C(OC2=C1C=C(C=C2)OCC2=CC=CC=C2)C)C(=O)OC(C)(C)C (2S,4S)-4-(5-(benzyloxy)-2-methylbenzofuran-3-carboxamido)pyrrolidine-1,2-dicarboxylic acid 1-(tert-butyl) 2-methyl ester